ClC=1C=2N(C=CC1C1=NNC3=NC(=CN=C31)N3C[C@@H]1[C@]([C@@H]1CC3)(C=3SC=C(N3)C)CN)N=C(C2)C ((1S,6R,7S)-3-(3-(4-chloro-2-methylpyrazolo[1,5-a]pyridin-5-yl)-1H-pyrazolo[3,4-b]pyrazin-6-yl)-7-(4-methylthiazol-2-yl)-3-azabicyclo[4.1.0]heptan-7-yl)methanamine